BrC=1C=C(C(N(C1)C)=O)NC1=NC=C(C=C1)C=1CCNCC1 5-Bromo-1-methyl-3-(5-(1,2,3,6-tetrahydropyridin-4-yl)pyridin-2-ylamino)pyridin-2(1H)-one